C(C)CC(C(=O)O)(C)Br.C(C)OC(C(C)(C)Br)=O 2-bromoisobutyric acid Ethyl ester (Ethyl alpha-bromoisobutyrate)